tetrabromodiphenyl-acetone BrC(C(=O)C(C1=CC=CC=C1)(C1=CC=CC=C1)Br)(Br)Br